CS(=O)(=O)[O-].CS(=O)(=O)[O-].[Pd+2].O=C1NC(CCC1N1C(C2=CC=C(C=C2C1=O)NCCCC1N(CCC(C1)N1N=CC(=C1)C1=NC2=CC=CC=C2N=C1)C(=O)N)=O)=O (3-((2-(2,6-dioxopiperidin-3-yl)-1,3-dioxoisoindolin-5-yl)amino)propyl)-4-(4-(quinoxalin-2-yl)-1H-pyrazol-1-yl)piperidine-1-carboxamide Palladium(II) methanesulfonate methanesulfonate